7-chloro-2-(4-(3-(difluoromethoxy)azetidin-1-yl)cyclohexyl)-2,4-dimethylbenzo[d][1,3]dioxole-5-carboxylic acid ClC1=CC(=C(C2=C1OC(O2)(C)C2CCC(CC2)N2CC(C2)OC(F)F)C)C(=O)O